(γ-mercaptopropyl)trimethoxysilane SCCC[Si](OC)(OC)OC